[Sb].[Zn].[Mg] magnesium-zinc-antimony